[Br-].C(CCCCCCCCCCCCCCC)C(C)[N+](C)(C)C cetyltrimethyl-ethylammonium bromide